C1(CC2C(CC1)O2)CC[Si](C)(C)OC(C)=O β-(3,4-epoxycyclohexyl)ethyl-acetoxydimethylsilane